COC(C1=C(C(=CC=C1C)C1=CC=2N(C=C1)N=C(N2)N)F)=O 3-(2-amino-[1,2,4]triazolo[1,5-a]pyridin-7-yl)-2-fluoro-6-methylbenzoic acid methyl ester